O1CC2=CC=CC=3CNC(CC1C32)=O 6,7,9,9a-Tetrahydroisobenzofuro[7,1-cd]azepin-8(2H)-one